C(CCC)(=O)N[C@@H](CS)C(=O)O N-butanoyl-Cysteine